tert-Butyl (S)-3-(2-methoxy-2-oxoethyl)piperidine-1-carboxylate COC(C[C@H]1CN(CCC1)C(=O)OC(C)(C)C)=O